ethyl 5-(2-carbamoyl-6-(trifluoromethoxy)-1H-indol-1-yl)benzofuran-2-carboxylate C(N)(=O)C=1N(C2=CC(=CC=C2C1)OC(F)(F)F)C=1C=CC2=C(C=C(O2)C(=O)OCC)C1